[N+](=O)([O-])C=1C=NN(C1)C[C@@H](C)O (R)-1-(4-nitro-1H-pyrazole-1-yl)propan-2-ol